4-[(1S)-1-[[4-(3-pyridylmethylamino)tetrahydropyran-4-carbonyl]amino]ethyl]benzoic acid methyl ester COC(C1=CC=C(C=C1)[C@H](C)NC(=O)C1(CCOCC1)NCC=1C=NC=CC1)=O